COC(=O)C1=CC2=C(NC(=N2)CC2=CC(=CC=C2)O)C=C1 2-[(3-hydroxyphenyl)methyl]-1H-benzimidazole-5-carboxylic acid methyl ester